(3aR,5r,6aS)-5-methyloctahydrocyclopenta[c]pyrrol-5-ol hydrochloride Cl.CC1(C[C@@H]2[C@@H](CNC2)C1)O